NCC1=CC(=NN1)C1=C2CN(C(C2=CC=C1)=O)C1C(NC(CC1)=O)=O 3-(4-(5-(aminomethyl)-1H-pyrazol-3-yl)-1-oxoisoindolin-2-yl)piperidine-2,6-dione